[Ru+2].C1(=CC=CC=C1)P(C1=CC=CC=C1)C.C1(=CC=CC=C1)P(C1=CC=CC=C1)C bis(diphenylphosphinomethane) ruthenium (II)